3-(6-(1-((4-hydroxypiperidin-4-yl)methyl)piperidin-4-yl)-1-methyl-1H-indazol-3-yl)piperidine-2,6-dione OC1(CCNCC1)CN1CCC(CC1)C1=CC=C2C(=NN(C2=C1)C)C1C(NC(CC1)=O)=O